(s)-4,4-difluoro-3-(6-oxo-1,6-dihydropyridin-3-yl)piperidin FC1([C@H](CNCC1)C1=CNC(C=C1)=O)F